(±)-lactate C([C@H](O)C)(=O)[O-] |r|